(4R)-4-[3-oxo-3-[6-[[6-(trifluoromethyl)-3-pyridinyl]methyl]-2-azaspiro[3.3]heptan-2-yl]propyl]oxazolidin-2-one O=C(CC[C@H]1NC(OC1)=O)N1CC2(C1)CC(C2)CC=2C=NC(=CC2)C(F)(F)F